OCC1=C(C=C2C(=NN(C2=C1)CC(=O)OC(C)(C)C)I)C=1C=NC(=NC1)C tert-Butyl 2-(6-(hydroxymethyl)-3-iodo-5-(2-methylpyrimidin-5-yl)-1H-indazol-1-yl)acetate